CC1(OB(OC1(C)C)C1=CC=C(C=C1)CCCCC1=CC=C(C=C1)NC(OC(C)(C)C)=O)C tert-butyl N-[4-[4-[4-(4,4,5,5-tetramethyl-1,3,2-dioxaborolan-2-yl)phenyl]butyl]phenyl]carbamate